N[C@@H](CCO)C(=O)[O-] L-homoserinate